cesium-strontium [Sr].[Cs]